(2S,4R)-1-(2-[3-[(5-azido-3,3-difluoropentyl)oxy]-1,2-oxazol-5-yl]-3-methylbutanoyl)-4-hydroxy-N-[[4-(4-methyl-1,3-thiazol-5-yl)phenyl]methyl]pyrrolidine-2-carboxamide N(=[N+]=[N-])CCC(CCOC1=NOC(=C1)C(C(=O)N1[C@@H](C[C@H](C1)O)C(=O)NCC1=CC=C(C=C1)C1=C(N=CS1)C)C(C)C)(F)F